methyl (1R,4R)-4-(3-chloroanilino)-2'-[3,3-difluoro-2-({[(5R)-5-methyl-5,6,7,8-tetrahydroquinolin-4-yl] oxy} methyl) propyl]-2',3'-dihydrospiro[cyclohexane-1,1'-indene]-4-carboxylate ClC=1C=C(NC2(CCC3(C(CC4=CC=CC=C34)CC(C(F)F)COC3=CC=NC=4CCC[C@H](C34)C)CC2)C(=O)OC)C=CC1